C(C)C1(C2C3CCCC3C(C1)C2)OC(=O)C2C1C3C4C=CC(C3C(C2)C1)C4 8-(5-ethyl-octahydro-4,7-methano-indene-5-yloxycarbonyl)-tetracyclo[4.4.0.12,5.17,10]-3-dodecene